(2R,3R,4S)-2-(6-(3-iodobenzylamino)-9H-purin-9-yl)tetrahydrothiophene-3,4-diol IC=1C=C(CNC2=C3N=CN(C3=NC=N2)[C@@H]2SC[C@H]([C@H]2O)O)C=CC1